C[C@@]12C(C(C([C@H]1[C@@H]1CCC=3C=C(C=CC3[C@H]1CC2)CC(=O)[O-])CC(=O)[O-])CC(=O)[O-])CC(=O)[O-] estra-1,3,5(10)-triene-3,15,16,17-tetraacetate